N-(4-Chloro-3-cyano-1H-indol-7-yl)-1-(difluoromethyl)pyrazol-4-sulfonamid ClC1=C2C(=CNC2=C(C=C1)NS(=O)(=O)C=1C=NN(C1)C(F)F)C#N